FC(C=1C(=C(C=CC1)[C@@H](C)NC1=C(C(=NC(=N1)C)CC(=O)NN1CCOCC1)C1OCCO1)F)F (R)-2-(6-((1-(3-(Difluoromethyl)-2-fluorophenyl)ethyl)amino)-5-(1,3-dioxolan-2-yl)-2-methylpyrimidin-4-yl)-N-morpholinoacetamide